C(C)(C)(C)OC(NCCCN1CC2=CC=3C(N(C(C3C=C2C1)=O)C1C(NC(CC1)=O)=O)=O)=O tert-butyl(3-(6-(2,6-dioxopiperidin-3-yl)-5,7-dioxo-3,5,6,7-tetrahydropyrrolo[3,4-f]isoindol-2(1H)-yl)propyl)carbamate